CC1(COC=2C1=NC(=CC2CNC2(CCC2)C)C(=O)O)C 3,3-dimethyl-7-{[(1-methylcyclobutyl)amino]methyl}-2H-furo[3,2-b]pyridine-5-carboxylic acid